FC(COC1=C(C=C(C(=N1)F)NS(=O)(=O)C1=CNC2=CC(=CC=C12)C(F)F)F)F N-[6-(2,2-Difluoroethoxy)-2,5-difluoropyridin-3-yl]-6-(difluoromethyl)-1H-indol-3-sulfonamid